CC1(CC2(CN(C2)C(=O)C2=C3N(N=C2)C=CN3C)C1)NC(=O)NC1=CC(=CC=C1)C(F)(F)F 1-(6-methyl-2-(1-methyl-1H-imidazo[1,2-b]pyrazole-7-carbonyl)-2-azaspiro[3.3]heptan-6-yl)-3-(3-(trifluoromethyl)phenyl)urea